4-(2-(4-chlorophenyl)-2-methylbenzo[D][1,3]dioxol-4-yl)piperidine ClC1=CC=C(C=C1)C1(OC2=C(O1)C=CC=C2C2CCNCC2)C